C(C=C)[C@H]1N(CCC1)C1=C(C=C(C(=N1)C(=O)OC)[N+](=O)[O-])Br methyl 6-[(2S)-2-allylpyrrolidin-1-yl]-5-bromo-3-nitro-pyridine-2-carboxylate